C(\C=C\C1=CC(O)=C(O)C=C1)(=O)O.N[C@@H](CCCNC(N)=N)C(=O)O L-arginine caffeate salt